FC1(C(N(C2=C(O1)C=C(C(=C2)C2=C(C(=C(C(=C2F)F)F)F)F)F)[C@H](C(=O)OC)C)=O)F methyl (S)-2-(2,2,7-trifluoro-3-oxo-6-(perfluorophenyl)-2,3-dihydro-4H-benzo[b][1,4]oxazin-4-yl)propanoate